Cl.N1CCC(CC1)NC1=C2C=CC=NC2=C(C=C1)NC(C)=O N-(5-(piperidin-4-ylamino)quinolin-8-yl)acetamide hydrochloride